8-(benzylsulfonyl)-1,4-dioxaspiro[4.5]decane C(C1=CC=CC=C1)S(=O)(=O)C1CCC2(OCCO2)CC1